N,N-dimethyl-4-(5-(piperidin-1-ylmethyl)-5,6-dihydro-1,4,2-dioxazin-3-yl)pyrrolidin-3-amine CN(C1CNCC1C1=NOCC(O1)CN1CCCCC1)C